3-pentoxy-N,N-dimethylpropanamide C(CCCC)OCCC(=O)N(C)C